(2s,4r)-1-(tert-butoxycarbonyl)-4-(o-tolyl)pyrrolidine-2-carboxylic acid C(C)(C)(C)OC(=O)N1[C@@H](C[C@@H](C1)C1=C(C=CC=C1)C)C(=O)O